COC1=C(C(=CC=C1)OC)N1C(=NN=C1C=1C=NC=C(C1)C)NS(=O)(=O)[C@H]([C@H](C1=NC=C(C=N1)C)OCC)C (1s,2s)-N-(4-(2,6-dimethoxyphenyl)-5-(5-methyl-3-pyridinyl)-4H-1,2,4-triazol-3-yl)-1-ethoxy-1-(5-methyl-2-pyrimidinyl)-2-propanesulfonamide